tert-Butyl 6-(8-chloro-7-quinolyl)spiro[chromane-2,4'-piperidine]-1'-carboxylate ClC=1C(=CC=C2C=CC=NC12)C=1C=C2CCC3(CCN(CC3)C(=O)OC(C)(C)C)OC2=CC1